C(C)OC1CN(C1)C1C(CCCC1)OC=1C=C2CN(C(C2=CC1)=O)C1C(NC(CC1)=O)=O 3-(5-((2-(3-ethoxyazetidin-1-yl)cyclohexyl)oxy)-1-oxoisoindolin-2-yl)piperidine-2,6-dione